[Si](C)(C)(C(C)(C)C)OCCN1N=C(C(=C1)B1OC(C(O1)(C)C)(C)C)C1=CC=CC=C1 1-(2-((tert-butyldimethylsilyl)oxy)ethyl)-3-phenyl-4-(4,4,5,5-tetramethyl-1,3,2-dioxaborolan-2-yl)-1H-pyrazole